(3-{[4-(cyclopropylcarbonyl)piperazin-1-yl]carbonyl}-4-fluorophenyl)-methylphthalazin-1(2H)-one C1(CC1)C(=O)N1CCN(CC1)C(=O)C=1C=C(C=CC1F)C1=NN(C(C2=CC=CC=C12)=O)C